[14C](CC(O)(C(=O)O)C[14C](=O)O)(=O)O [1,5-14C]-citric acid